(S)-(1-(5-chloro-2-propoxyphenethyl)pyrrolidin-3-yl)methanamine difumarate C(\C=C\C(=O)O)(=O)O.C(\C=C\C(=O)O)(=O)O.ClC=1C=CC(=C(CCN2C[C@@H](CC2)CN)C1)OCCC